1-isopropyl-6-(2-methylpropan-1-en-1-yl)-N-(1-(3,4,5-trimethoxyphenyl)-1H-imidazol-4-yl)-1H-pyrazolo[3,4-d]pyrimidin-4-amine C(C)(C)N1N=CC=2C1=NC(=NC2NC=2N=CN(C2)C2=CC(=C(C(=C2)OC)OC)OC)C=C(C)C